4-((2S,5R)-2,5-dimethyl-4-(1-(4-(trifluoromethyl)phenyl)ethyl)piperazin-1-yl)-1-methyl-2-oxo-1,2-dihydropyrido[3,2-d]pyrimidine-6-carbonitrile C[C@@H]1N(C[C@H](N(C1)C(C)C1=CC=C(C=C1)C(F)(F)F)C)C=1C2=C(N(C(N1)=O)C)C=CC(=N2)C#N